6-(4-methylpiperazin-1-yl)-N2-(4-morpholinylphenyl)-N4-pyridin-4-yl-1,3,5-triazine-2,4-diamine CN1CCN(CC1)C1=NC(=NC(=N1)NC1=CC=C(C=C1)N1CCOCC1)NC1=CC=NC=C1